C(C1CO1)OCCC[Si](OC)(OC)C 3-glycidoxypropyl-methyl-dimethoxysilicon